CN1C(=NC2=C1C=CC(=C2)C(=O)OCC)NC=2SC1=C(N2)CCC(C1)C ethyl 1-methyl-2-((6-methyl-4,5,6,7-tetrahydrobenzo[d]thiazol-2-yl) amino)-1H-benzo[d]imidazole-5-carboxylate